4-[2-[[(3R)-1-Ethyl-3-piperidyl]amino]oxazolo[4,5-b]pyridin-5-yl]-3-hydroxy-5-(methoxymethyl)benzonitrile C(C)N1C[C@@H](CCC1)NC=1OC=2C(=NC(=CC2)C2=C(C=C(C#N)C=C2COC)O)N1